CC(C[C@H]1NCCC1)(C)O (S)-2-methyl-1-(pyrrolidin-2-yl)propan-2-ol